2-(2-hydroxy-2-methylpropyl)-5-(2-((1-(methylsulfonyl)piperidin-4-yl)amino)-5-(trifluoromethyl)pyrimidin-4-yl)thiophene-3-carboxamide OC(CC=1SC(=CC1C(=O)N)C1=NC(=NC=C1C(F)(F)F)NC1CCN(CC1)S(=O)(=O)C)(C)C